5-[(5-{1,8-dioxa-3-azaspiro[4.5]dec-2-en-2-yl}-4-{[(1S)-2-hydroxy-1-phenylethyl]amino}pyrimidin-2-yl)amino]-3,3-dimethyl-1,3-dihydro-2-benzofuran-1-one O1C(=NCC12CCOCC2)C=2C(=NC(=NC2)NC2=CC1=C(C(OC1(C)C)=O)C=C2)N[C@H](CO)C2=CC=CC=C2